O=C1NC(CCC1NC1=CC(=C(C(=C1)F)N1CC(N(CC1)CC1CCN(CC1)C(=O)OCC1=CC=CC=C1)(C)C)F)=O benzyl 4-((4-(4-((2,6-dioxopiperidin-3-yl)amino)-2,6-difluorophenyl)-2,2-dimethylpiperazin-1-yl)methyl)piperidine-1-carboxylate